CC(CCC)N1C(C2C3C=CC(C2CC1)C3)=O 4-(1-methylbutyl)-4-aza-tricyclo[6.2.1.02,7]-9-undecene-3-one